C(#N)[C@H]1CN(C[C@@H]1C1=CC(NC(=C1)C)=O)C(=O)[C@@H]1CC[C@H]2N1C([C@H](CCCC2)NC(OC(C)(C)C)=O)=O tert-butyl ((3S,6S,10aS)-3-((3R,4S)-3-cyano-4-(6-methyl-2-oxo-1,2-dihydropyridin-4-yl)pyrrolidine-1-carbonyl)-5-oxodecahydropyrrolo[1,2-a]azocin-6-yl)carbamate